OCCCOC1(CN(C1)C(=O)OCC1=CC=CC=C1)C12[Co]3[Co]2C13COC Benzyl 3-(3-hydroxypropoxy)-3-[4-(methoxymethyl)-1,2-dicobaltatricyclo[1.1.0.02,4]butane-3-yl]azetidine-1-carboxylate